CC1=CC=C(C=C1)S(=O)(=O)N1C=CC=2C1=NC=C(C2)C=2C=NC=CC2 1-(p-toluenesulfonyl)-5-(3-pyridyl)pyrrolo[2,3-b]pyridine